3-((8-methoxy-2-(6-methylpyridin-3-yl)-2,3-dihydrobenzo[b][1,4]dioxin-6-yl)methyl)-6-(trifluoromethyl)-3H-imidazo[4,5-b]pyridine COC1=CC(=CC2=C1OC(CO2)C=2C=NC(=CC2)C)CN2C=NC=1C2=NC=C(C1)C(F)(F)F